(1-(4-fluorophenyl)-2-(prop-1-en-2-yl)-1H-indol-4-yl)carbamic acid tert-butyl ester C(C)(C)(C)OC(NC1=C2C=C(N(C2=CC=C1)C1=CC=C(C=C1)F)C(=C)C)=O